BrC=1C(=NC(=NC1)NC1=C(C=C(C=C1)S(=O)(=O)N1CCN(CC1)CC1=NC=C(C=C1)N1C(NC(CC1)=O)=O)C)NC1=C(C(=O)N)C(=CC=C1)F 2-((5-bromo-2-((4-((4-((5-(2,4-dioxotetrahydropyrimidin-1(2H)-yl)pyridin-2-yl)methyl)piperazin-1-yl)sulfonyl)-2-methylphenyl)amino)pyrimidin-4-yl)amino)-6-fluorobenzamide